methyl (1r,4R)-6'-acetyl-4-[(3-chlorophenyl)(trifluoroacetyl)amino]-2'-[(2R)-3-hydroxy-2-methylpropyl]-4'-methylspiro[cyclohexane-1,1'-indene]-4-carboxylate C(C)(=O)C1=CC(=C2C=C(C3(C2=C1)CCC(CC3)(C(=O)OC)N(C(C(F)(F)F)=O)C3=CC(=CC=C3)Cl)C[C@H](CO)C)C